ClC1=C(C(=CC=C1)Cl)C=1C(C2=C(N=C(N=C2)NC2=CC=C(C=C2)N2CCN(CC2)C)N(C1)C1=CC=C(C=C1)F)=O 6-(2,6-dichlorophenyl)-8-(4-fluorophenyl)-2-{[4-(4-methylpiperazin-1-yl)phenyl]amino}pyrido[2,3-d]pyrimidin-5(8H)-one